methyl 4-[3-[2,6-dichloro-4-(2-methylpyrazolo[4,3-c]pyridin-7-yl)benzoyl]-2,4-dihydro-1,3-benzoxazine-8-yl]-5-fluoro-2-(3-oxa-8-azabicyclo[3.2.1]octan-8-yl)benzoate ClC1=C(C(=O)N2COC3=C(C2)C=CC=C3C3=CC(=C(C(=O)OC)C=C3F)N3C2COCC3CC2)C(=CC(=C1)C=1C=2C(C=NC1)=CN(N2)C)Cl